C(C)OCOC1=C(C=CC(=C1)C(F)(F)F)C1=C(N=C(N=N1)N)C 6-(2-(ethoxymethoxy)-4-(trifluoromethyl)phenyl)-5-methyl-1,2,4-triazine-3-amine